rac-4-((4bs,5r,6s,7ar)-6-((4-acetylpiperazin-1-yl)methyl)-4b,5-dihydroxy-4-methoxy-7-phenyl-4b,5,6,7-tetrahydro-7aH-cyclopenta[4,5]furo[2,3-c]pyridin-7a-yl)benzonitrile C(C)(=O)N1CCN(CC1)C[C@@H]1[C@@H]([C@]2([C@](C3=C(C=NC=C3OC)O2)([C@@H]1O)O)C1=CC=C(C#N)C=C1)C1=CC=CC=C1 |&1:11|